(3S,4R)-4-(4,4-diethyl-2-imino-6-oxo-hexahydropyrimidin-1-yl)-N-[(3S,4R)-3-hydroxy-2,2-dimethyl-chroman-4-yl]-3-methyl-chromane-6-carboxamide C(C)C1(NC(N(C(C1)=O)[C@@H]1[C@@H](COC2=CC=C(C=C12)C(=O)N[C@H]1[C@@H](C(OC2=CC=CC=C12)(C)C)O)C)=N)CC